CN1N=C(C(=C1)NC(C1=NC(=CC=C1)C=1C=NNC1)=O)C1=NC=CC=C1 N-(1-methyl-3-(pyridin-2-yl)-1H-pyrazol-4-yl)-6-(1H-pyrazol-4-yl)picolinamide